COC(C)(C)OC=1C=C(C=C(C1C1C(CCC(=C1)C)C(=C)C)O)CCCCC 6-((2-methoxypropan-2-yl)oxy)-5'-methyl-4-pentyl-2'-(prop-1-en-2-yl)-1',2',3',4'-tetrahydro-[1,1'-biphenyl]-2-ol